O=C1NC(CCC1N1C(C2=CC=C(C=C2C1=O)NCCCCCC(N1CCC(CC1)C1=NC2=CC=CC=C2C=C1)=O)=O)=O 2-(2,6-dioxopiperidin-3-yl)-5-((6-oxo-6-(4-(quinolin-2-yl)piperidin-1-yl)hexyl)amino)isoindoline-1,3-dione